3-methyl-1,2,4-thiadiazole-2(3H)-carbohydrazide CC1N(SC=N1)C(=O)NN